2-Ethyl-1-tridecanol C(C)C(CO)CCCCCCCCCCC